OC[C@H](C)NC(=O)C1=CC=C2C(=CC(=NC2=C1)C1=CC=C(C=C1)C(F)(F)F)C (S)-N-(1-hydroxypropan-2-yl)-4-methyl-2-(4-(trifluoromethyl)phenyl)quinoline-7-carboxamide